1-[2-(aminomethyl)-3,3-difluoro-allyl]-4-[[3-[6-(dimethylamino)-3-pyridinyl]phenyl]methyl]tetrazol-5-one NCC(CN1N=NN(C1=O)CC1=CC(=CC=C1)C=1C=NC(=CC1)N(C)C)=C(F)F